1-(4-((4-(4-(2-amino-4-(difluoromethyl)pyrimidin-5-yl)-6-morpholino-1,3,5-triazin-2-yl)piperazin-1-yl)methyl)piperidin-1-yl)-7-methyloctane-1,5-dione NC1=NC=C(C(=N1)C(F)F)C1=NC(=NC(=N1)N1CCOCC1)N1CCN(CC1)CC1CCN(CC1)C(CCCC(CC(C)C)=O)=O